2-Hexyl-Decanoic Acid C(CCCCC)C(C(=O)O)CCCCCCCC